FC=1C(=C(NCCOC)C=C(C1)OC)[N+](=O)[O-] 3-fluoro-5-methoxy-N-(2-methoxyethyl)-2-nitroaniline